FC(OC1=C(C=C(C=C1)N1N=C(C(C1=O)C(=O)OC1=CC=C(C=C1)[N+](=O)[O-])C)C=1C=NC=CC1)F 4-nitrophenyl 1-(4-(difluoromethoxy)-3-(pyridin-3-yl) phenyl)-3-methyl-5-oxo-4,5-dihydro-1H-pyrazole-4-carboxylate